meta-acetyl-(+/-)-phenylalanine C(C)(=O)C=1C=C(C[C@H](N)C(=O)O)C=CC1 |r|